Cl[Si](CC[Si](C)(C)Cl)(C)C 1,2-bis(chloro-dimethylsilyl)ethane